tert-butyl ((R)-5-((tert-butyldimethylsilyl)oxy)-1-((2S,4R)-2-((4-ethynylbenzyl)carbamoyl)-4-hydroxypyrrolidin-1-yl)-3,3-dimethyl-1-oxopentan-2-yl)carbamate [Si](C)(C)(C(C)(C)C)OCCC([C@H](C(=O)N1[C@@H](C[C@H](C1)O)C(NCC1=CC=C(C=C1)C#C)=O)NC(OC(C)(C)C)=O)(C)C